5,5-Difluoro-1-(3-methyl-6-((4-methylpyridin-2-yl)amino)pyridine-2-carbonyl)piperidine FC1(CCCN(C1)C(=O)C1=NC(=CC=C1C)NC1=NC=CC(=C1)C)F